ethyl 5-{[(benzyloxy) carbonyl] amino}-3-{(1s,3r)-3-[(tert-butylcarbamoyl) oxy] cyclopentyl}-1H-pyrazole-1-carboxylate C(C1=CC=CC=C1)OC(=O)NC1=CC(=NN1C(=O)OCC)[C@@H]1C[C@@H](CC1)OC(NC(C)(C)C)=O